C(CCCCCCCCCCCCCC)(=O)O.[Ca] calcium pentadecylic acid